OC1=C(C=C(C=C1)C1=CC=C(O1)C(=O)NC(C)C)OC 5-(4-hydroxy-3-methoxyphenyl)-N-isopropylfuran-2-carboxamide